4-[4-(2-{5-[(7R)-7-amino-2-azabicyclo[2.2.1]heptane-2-carbonyl]-7-methoxy-1-methyl-1H-1,3-benzodiazol-2-yl}-1-(cyclopropylmethyl)-1H-pyrrolo[2,3-b]pyridin-6-yl)phenyl]azetidin-2-one N[C@H]1C2N(CC1CC2)C(=O)C2=CC1=C(N(C(=N1)C1=CC=3C(=NC(=CC3)C3=CC=C(C=C3)C3CC(N3)=O)N1CC1CC1)C)C(=C2)OC